ClC=1C(=NC(=NC1)NC1CCOCC1)C1=CC=C2CN(C(C2=C1)=O)CC(=O)N[C@H]([C@H](C)O)C1=CC=CC=C1 (6-(5-chloro-2-((oxacyclohex-4-yl)amino)pyrimidin-4-yl)-1-oxoisoindolin-2-yl)-N-((1S,2S)-2-hydroxy-1-phenylpropyl)acetamide